8-fluoro-N-[(2S)-4,4,4-trifluoro-2-methyl-1-phenylbut-2-yl]quinoline-3-carboxamide FC=1C=CC=C2C=C(C=NC12)C(=O)N[C@@](CC1=CC=CC=C1)(CC(F)(F)F)C